1-(9H-purin-9-yl)propan-2-one N1=CN=C2N(C=NC2=C1)CC(C)=O